ClC1=C(C(=NC=C1)F)CNC1=NC(=NC=C1)C1=NC=NC=C1 (((4-chloro-2-fluoropyridin-3-yl)methyl)amino)-[2,4'-bipyrimidine]